3-amino-N-[(6S)-2-[(3R,4R)-3-amino-4-(methoxymethyl)pyrrolidin-1-yl]-3-fluoro-5,6,7,8-tetrahydroquinolin-6-yl]-6-methylthieno[2,3-b]pyridine-2-carboxamide NC1=C(SC2=NC(=CC=C21)C)C(=O)N[C@@H]2CC=1C=C(C(=NC1CC2)N2C[C@@H]([C@@H](C2)COC)N)F